(S)-5-((((3'-chloro-2'-(2-chloro-3-((2-fluoro-3-(((2-hydroxyethyl)amino)methyl)phenyl)amino)phenyl)-6-methoxy-[2,4'-bipyridin]-5-yl)methyl)amino)methyl)pyrrolidin-2-one ClC=1C(=NC=CC1C1=NC(=C(C=C1)CNC[C@@H]1CCC(N1)=O)OC)C1=C(C(=CC=C1)NC1=C(C(=CC=C1)CNCCO)F)Cl